methyl 5-(hydroxymethyl)-1H-imidazole-4-carboxylate OCC1=C(N=CN1)C(=O)OC